N-(6-(4-Fluorophenoxy)-5-(6-methyl-7-oxo-6,7-dihydro-1-tosyl-1H-pyrrolo[2,3-c]pyridin-4-yl)pyridin-3-yl)acetamide FC1=CC=C(OC2=C(C=C(C=N2)NC(C)=O)C=2C3=C(C(N(C2)C)=O)N(C=C3)S(=O)(=O)C3=CC=C(C)C=C3)C=C1